ClC=1C=C2[C@@](C(N(C2=CC1)C=1C=C(C(=O)O)C=CC1)=O)(C)C=1C=C2CCC(OC2=CC1)(C)C 3-[(3R)-5-chloro-3-(2,2-dimethylchroman-6-yl)-3-methyl-2-oxo-indolin-1-yl]benzoic acid